BrC1=C(C=CC=C1)S(=O)(=O)N1[C@]2([C@H](C3=CC=CC=C13)O)OC(C=C2C2=C(C=CC=C2)F)=O (2S,3'S)-1'-((2-bromophenyl)sulfonyl)-3-(2-fluorophenyl)-3'-hydroxy-5H-spiro[furan-2,2'-indoline]-5-one